N1(N=CC=C1)C1=NC=C(C=N1)C=O 2-(1H-PYRAZOL-1-YL)PYRIMIDINE-5-CARBALDEHYDE